(3,5-dibromophenyl)(4-fluorophenyl)methanone (9H-fluoren-9-yl)methyl-N-{14-[bis({2-[2-(cyclooct-2-yn-1-yloxy)acetamido]ethyl})carbamoyl]-3,6,9,12-tetraoxatetradecan-1-yl}carbamate C1=CC=CC=2C3=CC=CC=C3C(C12)COC(NCCOCCOCCOCCOCCC(N(CCNC(COC1C#CCCCCC1)=O)CCNC(COC1C#CCCCCC1)=O)=O)=O.BrC=1C=C(C=C(C1)Br)C(=O)C1=CC=C(C=C1)F